(2S,3S,5S,6S,7S,8S)-4-((S)-6-(2-bromo-4-fluorophenyl)-5-(methoxycarbonyl)-2-(thiazol-2-yl)-3,6-dihydropyrimidin-4-yl)cubane-1-carboxylic acid BrC1=C(C=CC(=C1)F)[C@@H]1C(=C(NC(=N1)C=1SC=CN1)C12C3C4C5(C(C14)C2C53)C(=O)O)C(=O)OC